2-bromo-N-(quinolin-2-yl)propanamide BrC(C(=O)NC1=NC2=CC=CC=C2C=C1)C